BrC1=C(C=C(C=C1)S(=O)(=O)NC([2H])([2H])[2H])F 4-bromo-3-fluoro-N-(methyl-d3)benzenesulfonamide